ethyl 3-(benzylamino)-3-methylbutanoate C(C1=CC=CC=C1)NC(CC(=O)OCC)(C)C